(S)-3-amino-3-(2'-(trifluoromethoxy)biphenyl-3-yl)propionic acid ethyl ester C(C)OC(C[C@@H](C=1C=C(C=CC1)C1=C(C=CC=C1)OC(F)(F)F)N)=O